4-Amino-7-bromo-2-oxo-1-(quinolin-8-yl)-1,2-dihydroquinoline-3-carboxylic acid methyl ester COC(=O)C=1C(N(C2=CC(=CC=C2C1N)Br)C=1C=CC=C2C=CC=NC12)=O